ClC1=C(\C=N\O[C@H](C(=O)OC)C)C=C(C(=C1)F)N1C(N(C(=CC1=O)C(F)(F)F)C)=O methyl (2S)-2-{[(E)-{2-chloro-4-fluoro-5-[3-methyl-2,6-dioxo-4-(trifluoromethyl)-3,6-dihydropyrimidin-1(2H)-yl]benzylidene}amino]oxy}propanoate